NCCS(=O)(=O)[O-].[K+] potassium taurate salt